ClC=1C=NC(=NC1)C1CN(C1)[C@@H]1[C@@H](CCCC1)OC=1C=C2CN(C(C2=CC1)=O)C1C(NC(CC1)=O)=O 3-(5-(((1R,2S)-2-(3-(5-chloro-pyrimidin-2-yl)azetidin-1-yl)cyclohexyl)oxy)-1-oxoisoindolin-2-yl)piperidine-2,6-dione